6-(3-(3-Chloro-4-fluorophenyl)-5-ethyl-4H-1,2,4-triazol-4-yl)imidazo[1,2-a]pyridine-3-Formamide ClC=1C=C(C=CC1F)C1=NN=C(N1C=1C=CC=2N(C1)C(=CN2)C(=O)N)CC